O.[Al] aluminium Water